N-[(1S,2S)-2-hydroxycyclohexyl]-4-methyl-3-{[2-(pyridin-3-yl)pyrimidin-4-yl]amino}benzamide O[C@@H]1[C@H](CCCC1)NC(C1=CC(=C(C=C1)C)NC1=NC(=NC=C1)C=1C=NC=CC1)=O